cyanopropionylhydrazine C(#N)CCC(=O)NN